(5S)-2-(2-fluorophenyl)-5-methyl-N-[(3S)-2-oxo-5-phenyl-1,3-dihydro-1,4-benzodiazepine-3-yl]-6,7-dihydro-5H-pyrazolo[5,1-b][1,3]Oxazine-3-carboxamide FC1=C(C=CC=C1)C1=NN2C(O[C@H](CC2)C)=C1C(=O)N[C@@H]1C(NC2=C(C(=N1)C1=CC=CC=C1)C=CC=C2)=O